(7S)-9-(2,6-difluorophenyl)-N-(2-hydroxyethyl)-7-methyl-13-oxa-18-thia-2,5,8-triazatetracyclo[8.8.0.02,6.011,17]octadeca-1(10),3,5,8,11(17)-pentaene-4-carboxamide FC1=C(C(=CC=C1)F)C1=N[C@H](C2=NC(=CN2C=2SC=3CCCOCC3C12)C(=O)NCCO)C